C(C)(C)(C)OC(=O)N1CCC(CC1)(C)C1=CC=C(C=C1)N 4-(4-aminophenyl)-4-Methylpiperidine-1-carboxylic acid tert-butyl ester